(4-methylbenzyl)-2,3,4,9-tetrahydro-1H-carbazol-1-amine CC1=CC=C(CC2(CCCC=3C4=CC=CC=C4NC23)N)C=C1